tert-butyl N-{[5-bromo-1-(3-nitrobenzenesulfonyl)-1H-pyrrol-3-yl] methyl}-N-methylcarbamate BrC1=CC(=CN1S(=O)(=O)C1=CC(=CC=C1)[N+](=O)[O-])CN(C(OC(C)(C)C)=O)C